[C@@H]12C(NC[C@H]2O1)=O (1R,5R)-6-oxa-3-azabicyclo[3.1.0]Hexane-2-one